ClC1=C2CN(C(C2=CC(=C1C)CC1=CC=C(C=C1)N1N=CC=C1)=O)[C@H]1[C@@H](CCCC1)O |r| rac-4-chloro-2-(trans-2-hydroxycyclohexyl)-5-methyl-6-(4-(1H-pyrazol-1-yl)benzyl)isoindolin-1-one